2-amino-3-methyl-N-(2-(1,2,4-oxadiazol-3-yl)ethyl)-N-((5-(trifluoromethyl)-2-pyridinyl)methyl)-6-quinolinecarboxamide NC1=NC2=CC=C(C=C2C=C1C)C(=O)N(CC1=NC=C(C=C1)C(F)(F)F)CCC1=NOC=N1